6-(2-(cyclobutylmethoxy)pyrimidin-5-yl)-2-((5-fluoropyridin-3-yl)methyl)pyridazin-3(2H)-one C1(CCC1)COC1=NC=C(C=N1)C=1C=CC(N(N1)CC=1C=NC=C(C1)F)=O